CC1(C=C(C(N(C1C)C1=CC(=CC=C1)C(F)(F)F)=O)C(=O)NCC1=CC=CC2=CC=CC=C12)C(=O)NC 5,N5,6-trimethyl-N3-(1-naphthylmethyl)-2-oxo-1-[3-(trifluoromethyl)phenyl]-1,2-dihydropyridine-3,5-dicarboxamide